1-cyclohexyl-3,4-dimethyl-1H-pyrrole-2,5-dione C1(CCCCC1)N1C(C(=C(C1=O)C)C)=O